FC/1(CN(CC\C1=C/C(=O)OC)C(=O)OC(C)(C)C)F tert-butyl (E)-3,3-difluoro-4-(2-methoxy-2-oxoethylidene)piperidine-1-carboxylate